ClC1=C(C(=C(C=C1OC)OC)Cl)C1=NC(=C2C=C(N=CC2=C1)N[C@@H]1COCC[C@@H]1NC(C=C)=O)N1CC(C1)(F)F N-((3S,4S)-3-((7-(2,6-dichloro-3,5-dimethoxyphenyl)-5-(3,3-difluoroazetidin-1-yl)-2,6-naphthyridin-3-yl)amino)tetra-hydro-2H-pyran-4-yl)acrylamide